tert-butyl (2-(2H-1,2,3-triazol-2-yl)ethyl)carbamate N=1N(N=CC1)CCNC(OC(C)(C)C)=O